6-chloro-5'-(5-chloro-2-methylphenyl)-3'-isopropyl-2'-(2-methoxy-4-(trifluoromethyl)phenyl)-3'H-spiro[indoline-3,4'-pyrrolo[3,4-d]imidazole]-2,6'(5'H)-dione ClC1=CC=C2C(=C1)NC(C21N(C(C=2N=C(N(C21)C(C)C)C2=C(C=C(C=C2)C(F)(F)F)OC)=O)C2=C(C=CC(=C2)Cl)C)=O